9-[4-(9-phenyl-9H-carbazol-3-yl)phenyl]phenanthrene C1(=CC=CC=C1)N1C2=CC=CC=C2C=2C=C(C=CC12)C1=CC=C(C=C1)C=1C2=CC=CC=C2C=2C=CC=CC2C1